CCC=C 3-Methylpropene